naphth-[1,2-d]oxazole N1=COC2=C1C1=CC=CC=C1C=C2